azidohistidine N(=[N+]=[N-])N[C@@H](CC1=CNC=N1)C(=O)O